C(C)(C)(C)N1CC(C1)OC1=CC(=C(C=C1)N1C=NC(=C1)NC=1N=CC(=NC1)C#N)OC 5-((1-(4-((1-(tert-Butyl)azetidin-3-yl)oxy)-2-methoxyphenyl)-1H-imidazol-4-yl)amino)pyrazine-2-carbonitrile